1,15,21-Trimethyl-5-(morpholin-4-yl)-23-oxa-2,9,11,15,20,21,26-heptaazahexacyclo[24.4.1.1^{13,17}.0^{2,10}.0^{3,8}.0^{18,22}]dotriaconta-3,5,7,9,13,17(32),18(22),19-octaene-12,16-dione CC12N3C4=CC(=CC=C4N=C3NC(C3=CN(C(C(C=4C=NN(C4OCCN(CCCC1)C2)C)=C3)=O)C)=O)N3CCOCC3